N[C@H]([C@H](C1=CC=CC=C1)NS(=O)(=O)C)C1=CC=CC=C1 N-((1S,2S)-2-amino-1,2-diphenylethyl)-methanesulfonamide